6-[3-(3,4-difluorophenyl)-1H-pyrazol-4-yl]-N-[2-(4-isopropylpiperazin-1-yl)ethyl]-1,5-naphthyridin-3-amine FC=1C=C(C=CC1F)C1=NNC=C1C=1N=C2C=C(C=NC2=CC1)NCCN1CCN(CC1)C(C)C